bis(4-tolyl)silandiol C1(=CC=C(C=C1)[Si](O)(O)C1=CC=C(C=C1)C)C